4-(6-chloro-3-methyl-1H-Pyrazolo[4,3-c]pyridin-1-yl)-3-methoxyphenol ClC1=CC2=C(C=N1)C(=NN2C2=C(C=C(C=C2)O)OC)C